C(C1=CC=CC=C1)OCC(COC)O 1-(benzyloxy)-3-methoxypropan-2-ol